CN(C)C[C@@H]1NC([C@@H](SCC1)C1=CC(=CC=C1)OC1=CC=CC=C1)=O (2S,5R)-5-(dimethylaminomethyl)-2-(3-phenoxyphenyl)-1,4-thiazepan-3-one